BrC1=CC(=C(C(=O)O)C=C1F)NC1=C(C(=C(C=C1)F)F)CN(CCC1=NC(=CC=C1[N+](=O)[O-])OC)C(=O)OC(C)(C)C 4-bromo-2-((2-(((tert-butoxycarbonyl)(2-(6-methoxy-3-nitropyridin-2-yl)ethyl)amino)methyl)-3,4-difluorophenyl)amino)-5-fluorobenzoic acid